ClC1=CC=C(C=C1)CC(=O)N1C[C@@H](CC[C@@H]1C)C(=O)O (3R,6S)-1-(2-(4-chlorophenyl)acetyl)-6-methylpiperidine-3-carboxylic acid